5-chloro-4-ethoxy-N-(1-methylsulfonylindazol-4-yl)-7-(2-trimethylsilylethoxymethyl)pyrrolo[2,3-d]pyrimidin-2-amine ClC1=CN(C=2N=C(N=C(C21)OCC)NC2=C1C=NN(C1=CC=C2)S(=O)(=O)C)COCC[Si](C)(C)C